(3S,4S)-4-[(tert-butyldiphenylsilyl)oxy]pyrrolidin-3-yl 2-(pyridin-4-yl)acetate N1=CC=C(C=C1)CC(=O)O[C@H]1CNC[C@@H]1O[Si](C1=CC=CC=C1)(C1=CC=CC=C1)C(C)(C)C